4-((4-((4-(sec-butyl)phenyl)carbamoyl)piperazin-1-yl)sulfonyl)-1-methyl-1H-pyrrole-2-carboxylic acid C(C)(CC)C1=CC=C(C=C1)NC(=O)N1CCN(CC1)S(=O)(=O)C=1C=C(N(C1)C)C(=O)O